4-(2-fluoro-6-methoxyphenyl)-2-(4-methyl-6-((3r,4s)-4-(methylamino)tetrahydrofuran-3-yl)pyridin-2-yl)-2,3-dihydro-1H-pyrrolo[3,4-c]pyridin-1-one FC1=C(C(=CC=C1)OC)C1=NC=CC2=C1CN(C2=O)C2=NC(=CC(=C2)C)[C@@H]2COC[C@H]2NC